N1C=NC2=C1C=CC(=C2)C2=CC=1C3=C(C=NC1C=C2)N=C(N3C3=CC=C(C=C3)C(C#N)(C)C)C 2-(4-(8-(1H-benzo[d]imidazol-5-yl)-2-methyl-1H-imidazo[4,5-c]quinolin-1-yl)phenyl)-2-methylpropionitrile